[N-](S(=O)(=O)C(F)(F)F)S(=O)(=O)C(F)(F)F.C(CC)N1CN(C=C1)C 1-propyl-3-methylimidazole trifluoromethanesulfonimide salt